(E)-1-(3-(4-((4-([1,2,4]triazolo[1,5-a]pyridin-7-yloxy)-3-methylphenyl)amino)pyrrolo[2,1-f][1,2,4]triazin-5-yl)azetidin-1-yl)-4-(4,4-difluoropiperidin-1-yl)but-2-en-1-one N=1C=NN2C1C=C(C=C2)OC2=C(C=C(C=C2)NC2=NC=NN1C2=C(C=C1)C1CN(C1)C(\C=C\CN1CCC(CC1)(F)F)=O)C